NC1C(C(C(C1)C(=O)N[C@@H](C12CCC(CC1)(C2)F)C2=C(C(=CC=C2F)Cl)F)O)O 4-amino-N-((S)-(3-chloro-2,6-difluorophenyl)(4-fluoro-bicyclo[2.2.1]hept-1-yl)methyl)-2,3-dihydroxycyclopentane-1-carboxamide